FC(OC1=C(C(=CC(=C1)C=1N(N=C2C=C(C=C(C12)OCC=1C=NC=CC1)C=1C=NN(C1)C)C)OC)C(=O)N1CC(C1)(C(F)(F)F)O)F [2-(difluoromethoxy)-6-methoxy-4-[2-methyl-6-(1-methylpyrazol-4-yl)-4-(pyridin-3-ylmethoxy)indazol-3-yl]phenyl]-[3-hydroxy-3-(trifluoromethyl)azetidin-1-yl]methanone